C(#N)C=1C(=C2C(=NC1)N(C=C2)S(=O)(=O)C2=CC=CC=C2)NC2CC=1N(CC2)C=C(N1)C#N 7-((5-cyano-1-(benzenesulfonyl)-1H-pyrrolo[2,3-b]pyridin-4-yl)amino)-5,6,7,8-tetrahydroimidazo[1,2-a]pyridin-2-carbonitrile